tert-butyl 4-((1-cyclopropyl-3-(3-fluorophenyl)-1H-indazol-6-yl)amino)piperidine-1-carboxylate C1(CC1)N1N=C(C2=CC=C(C=C12)NC1CCN(CC1)C(=O)OC(C)(C)C)C1=CC(=CC=C1)F